NCC(=O)[O-].NCC(=O)[O-].[Mg+2] Magnesium Bisglycinate